COC1=C(C(=CC=C1)OC)C1=CN=C2C(=N1)NC=N2 6-(2,6-dimethoxyphenyl)-1H-imidazo[4,5-b]pyrazine